5-methylsulfonyl-4-oxo-1-[4-(trifluoromethoxy)phenyl]cinnoline-3-carboxylic acid 3,3-dimethylbutyl ester CC(CCOC(=O)C1=NN(C2=CC=CC(=C2C1=O)S(=O)(=O)C)C1=CC=C(C=C1)OC(F)(F)F)(C)C